tert-butyl 4-(1-hydroxypyrazol-3-yl)piperidine-1-carboxylate ON1N=C(C=C1)C1CCN(CC1)C(=O)OC(C)(C)C